OC1=CC=C(C=C1)C1(C2(CCC(C1)C2(C)C)C)C2=CC=C(C=C2)O 2,2-bis(4-hydroxyphenyl)-1,7,7-trimethylbicyclo[2.2.1]heptane